OC1=C(C=CC(=C1)OCCOCCOC)C=1SC[C@H](N1)C(=O)O (R)-2-(2-hydroxy-4-(2-(2-methoxyethoxy)ethoxy)phenyl)-4,5-dihydrothiazole-4-carboxylic acid